2-chloro-6-(piperazin-1-yl)benzonitrile ClC1=C(C#N)C(=CC=C1)N1CCNCC1